OCCOCCOCCCCCNC(OC(C)(C)C)=O tert-butyl (5-(2-(2-hydroxyethoxy)ethoxy)pentyl)carbamate